CS(=NC(=O)C1=COC=C1)(C1=CC=C(C=C1)C1=NOC(=N1)C(F)(F)F)=O N-(methyl(oxo)(4-(5-(trifluoromethyl)-1,2,4-oxadiazol-3-yl)phenyl)-λ6-sulfaneylidene)furan-3-carboxamide